ClC=1C=C(C=C(C1F)Cl)C1(CC(=NO1)N1CC2=C(C1)C=C(S2)C(=O)N)C(F)(F)F 5-(5-(3,5-dichloro-4-fluorophenyl)-5-(trifluoromethyl)-4,5-dihydroisoxazol-3-yl)-5,6-dihydro-4H-thieno[2,3-c]pyrrole-2-carboxamide